FC(C=1C=C(C=CC1)[C@@H]1N(S(OC1)(=O)=O)C(=O)OC(C)(C)C)(F)F tert-butyl (S)-4-(3-(trifluoromethyl) phenyl)-1,2,3-oxathiazolidine-3-carboxylate 2,2-dioxide